ethyl-(cyclopentylethyl)phosphinic acid C(C)P(O)(=O)CCC1CCCC1